BrC1=CN=C2N1C=C(N=C2C)C(=O)N2CCN(C1=CC(=CC=C21)F)C (3-bromo-8-methyl-imidazo[1,2-a]pyrazin-6-yl)-(6-fluoro-4-methyl-2,3-dihydroquinoxalin-1-yl)methanone